C/C=C/C=C/C(=O)O The molecule is a hexadienoic acid with double bonds at C-2 and C-4; it has four geometrical isomers, of which the trans,trans-form is naturally occurring. It is a hexadienoic acid, a polyunsaturated fatty acid, a medium-chain fatty acid and an alpha,beta-unsaturated monocarboxylic acid. It is a conjugate acid of a sorbate.